BrC1=CC(=CC2=C1NC(CN(C2=O)CC2=CC(=CC(=C2)OC)OC)=O)Cl 9-Bromo-7-chloro-4-(3,5-dimethoxybenzyl)-3,4-dihydro-1H-benzo[e][1,4]diazepine-2,5-dione